CN1C(C=2C=C(C=CC2C2=C1N(N=C2)C2CN(C2)C)C)=O 4,7-dimethyl-3-(1-methylazetidin-3-yl)-3,4-dihydro-5H-pyrazolo[3,4-c]isoquinolin-5-one